CC(C)(CC(C(CCC(CC(C)(C)C)C)C(=O)O)C)C 2,2,4,8,10,10-hexamethyl-undecane-5-carboxylic acid